ClC1=NC(=CC(=C1)C(C1CN(C(CO1)C)C(=O)OC(C)(C)C)(F)F)Cl Tert-butyl 2-[(2,6-dichloro-4-pyridyl)-difluoro-methyl]-5-methyl-morpholine-4-carboxylate